C[C@@H]1N[C@@H](C[C@@](C1)(O)C1=CC=C(C=C1)C(F)(F)F)C=1N=NN(C1)C (2S,4R,6S)-2-methyl-6-(1-methyl-1H-1,2,3-triazol-4-yl)-4-(4-(trifluoromethyl)phenyl)piperidin-4-ol